N-((3R)-7-(3,6-diazabicyclo[3.1.1]heptan-3-yl)-8-cyano-5-fluorochroman-3-yl)-7-amino-3-methylthieno[2,3-b]pyrazine-6-carboxamide C12CN(CC(N1)C2)C2=CC(=C1C[C@H](COC1=C2C#N)NC(=O)C2=C(C=1C(=NC(=CN1)C)S2)N)F